2-((2-(tert-butylamino)ethoxy)carbamoyl)-7-oxo-1,6-diazabicyclo[3.2.1]octan-6-yl hydrogen sulfate S(=O)(=O)(ON1C2CCC(N(C1=O)C2)C(NOCCNC(C)(C)C)=O)O